N-(2-(2-fluorophenyl)-3-phenyl-quinolin-6-yl)-4-oxohexan-amide FC1=C(C=CC=C1)C1=NC2=CC=C(C=C2C=C1C1=CC=CC=C1)NC(CCC(CC)=O)=O